C1(=CC=C(C=C1)N)N.[Li] Lithium 1,4-phenylenediamine